C(C)(C)(C)OC(=O)N1C[C@@H](CCC1)NC=1N=CC2=CC(=NC(=C2C1)NC(C)C)C#N (R)-3-((7-cyano-5-(isopropylamino)-2,6-naphthyridin-3-yl)amino)piperidine-1-carboxylic acid tert-butyl ester